(3-(cyclopentyloxy)phenyl)boronic acid C1(CCCC1)OC=1C=C(C=CC1)B(O)O